2'-(1-hydroxyethyl)-5'-methoxy-N-(5-methoxy-1,3,4-thiadiazol-2-yl)-6-methyl-(4,4'-bipyridine)-3-carboxamide OC(C)C1=NC=C(C(=C1)C1=C(C=NC(=C1)C)C(=O)NC=1SC(=NN1)OC)OC